Cl.Cl.C1(=CC=CC=C1)COC(=O)C=1C(=CC=C2C=CC=NC12)OC[C@@H](CC1=CC=CC=C1)N (R)-7-(2-amino-3-phenylpropoxy)quinoline-8-carboxylic acid phenylmethyl ester dihydrochloride